OB1N(N=CC2=C1C=CC=C2)C(=O)C2=CC=C(C=C2)C (1-hydroxybenzo[d][1,2,3]diazaborinin-2(1H)-yl)(p-tolyl)methanone